CCCC(CC(=O)O)(C(=O)O)O The molecule is a dicarboxylic acid that is malic acid (2-hydroxysuccinic acid) in which the hydrogen at position 2 is substituted by a propyl group. It is a dicarboxylic acid, a 3-hydroxy carboxylic acid and a 2-hydroxy carboxylic acid. It derives from a succinic acid.